(2S)-1-(2-{3-[4-(Cyclopropanesulfonyl)phenyl]-1H-pyrazolo[3,4-b]pyridin-5-yl}-7-methyl-6,7,8,9-tetrahydro-5H-benzo[7]annulen-7-yl)-2-methylpyrrolidine C1(CC1)S(=O)(=O)C1=CC=C(C=C1)C1=NNC2=NC=C(C=C21)C=2C=CC1=C(CCC(CC1)(C)N1[C@H](CCC1)C)C2